CSC=1N=CC2=C(N1)N(C(=C2)C(=O)OC)C2COC2 methyl 2-(methylthio)-7-(oxetan-3-yl)-7H-pyrrolo[2,3-d]pyrimidine-6-carboxylate